(2-(2-methyl-5-((4-methylthiazol-5-yl)methoxy)benzofuran-3-yl)-4,5-dihydro-1H-imidazol-4-yl)methanol CC=1OC2=C(C1C=1NCC(N1)CO)C=C(C=C2)OCC2=C(N=CS2)C